2-methoxy-6-[[(1S)-4-(4,4,5,5-tetramethyl-1,3,2-dioxaborolan-2-yl)indan-1-yl]amino]-5-(trifluoromethyl)pyridine-3-carbaldehyde COC1=NC(=C(C=C1C=O)C(F)(F)F)N[C@H]1CCC2=C(C=CC=C12)B1OC(C(O1)(C)C)(C)C